(Z)-9-((2R,3R,4S,5S)-5-((R)-1-(3,4-dichlorophenyl)-1-hydroxyethyl)-3,4-dihydroxytetrahydrofuran-2-yl)-1,9-dihydro-6H-purin-6-one O-ethyl oxime C(C)O\N=C/1\C=2N=CN(C2N=CN1)[C@@H]1O[C@@H]([C@H]([C@H]1O)O)[C@](C)(O)C1=CC(=C(C=C1)Cl)Cl